N-[3-(2-amino-2-oxoethyl)oxetan-3-yl]-4-cyclopropyl-3-(cyclopropylmethoxy)benzamide NC(CC1(COC1)NC(C1=CC(=C(C=C1)C1CC1)OCC1CC1)=O)=O